FC1=C(C=C(C#N)C=C1)N1CCN(CC1)C(CCC=1NC(C2=C(C=CC(=C2C1)C)F)=O)=O 4-fluoro-3-(4-(3-(8-fluoro-5-methyl-1-oxo-1,2-dihydroisoquinolin-3-yl)propionyl)piperazin-1-yl)benzonitrile